C(=O)([O-])CC[N+]1=CN(C=C1)C=C 3-(2-Carboxylatoethyl)-1-vinyl-1H-imidazole-3-ium